2-(tert-butyl)-N-(7-(2-((1-methyl-1H-pyrazol-4-yl)amino)pyrimidin-4-yl)-1-toluenesulfonyl-1,2,3,4-tetrahydroquinolin-4-yl)thiazole-5-carboxamide C(C)(C)(C)C=1SC(=CN1)C(=O)NC1CCN(C2=CC(=CC=C12)C1=NC(=NC=C1)NC=1C=NN(C1)C)S(=O)(=O)CC1=CC=CC=C1